COC(=O)C1=C(N=CO1)C1=CC=C(C=C1)Br 4-(4-bromophenyl)oxazole-5-carboxylic acid methyl ester